1-(allyloxy)-3-cyclobutylbenzene C(C=C)OC1=CC(=CC=C1)C1CCC1